BrC=1C(=NN(C1C=1C=NC(=CC1)F)C1=C(C=CC=C1)F)O[C@H](C(=O)OC)OC |r| Methyl (2RS)-{[4-bromo-1-(2-fluorophenyl)-5-(6-fluoropyridin-3-yl)-1H-pyrazol-3-yl]oxy}(methoxy)-acetate